2-chloro-5-fluoro-3-(1H-pyrazol-4-yl)pyridine ClC1=NC=C(C=C1C=1C=NNC1)F